FC=1C(=C(C=CC1)O)CN1C2CN(CC1C2)C2=NC=C(C=C2)C=2C1=C(N=CN2)NC(=C1)OCCF fluoro-2-((3-(5-(6-(2-fluoroethoxy)-7H-pyrrolo[2,3-d]pyrimidin-4-yl)pyridin-2-yl)-3,6-diazabicyclo[3.1.1]heptan-6-yl)methyl)phenol